C(C1=CC=CC=C1)C=1NC(=NN1)C(=O)N[C@@H]1C(N(C2=C(O[C@@H]1C)C=CC=N2)C)=O 5-benzyl-N-((2R,3S)-2,5-dimethyl-4-oxo-2,3,4,5-tetrahydropyrido[3,2-b][1,4]oxazepin-3-yl)-4H-1,2,4-triazole-3-carboxamide